C(C)(C)C1(C=CC=C1)[Pt](C)(C)C (iso-propylcyclopentadienyl)trimethylplatinum (IV)